4-(2,5-dimethyl-3-(4-(methylsulfonyl)but-1-yn-1-yl)-1H-pyrrol-1-yl)benzonitrile CC=1N(C(=CC1C#CCCS(=O)(=O)C)C)C1=CC=C(C#N)C=C1